CC1=C(C(=CC=C1)C)C1=NC(=NC(=C1)OC1C=2C=CC=NC2CNC1)NS(=O)(=O)C=1C=C(C(=O)O)C=CC1 3-[[4-(2,6-Dimethylphenyl)-6-(5,6,7,8-tetrahydro-1,7-naphthyridin-5-yloxy)pyrimidin-2-yl]sulfamoyl]benzoic acid